2-[3-(5-chloro-2-fluoro-phenyl)-1H-pyrazol-4-yl]-7-(1-methyl-2,5-dihydropyrrol-3-yl)-1,5-naphthyridine ClC=1C=CC(=C(C1)C1=NNC=C1C1=NC2=CC(=CN=C2C=C1)C=1CN(CC1)C)F